ClC1=CC=C(CN2C[C@@](CC2)([C@H]2OCC2(C)C)CCC=2C=CC(=NC2)S(=O)(=O)C)C=C1 |o1:11| 5-(2-((R)-1-(4-chlorobenzyl)-3-((R or S)-3,3-dimethyloxetan-2-yl)pyrrolidin-3-yl)ethyl)-2-(methylsulfonyl)pyridine